2-[3-[5-[3-(3-chlorophenyl)pyrazol-1-yl]-7-morpholino-pyrazolo[1,5-a]pyrimidin-2-yl]-5-methyl-pyrazol-1-yl]-N,N-dimethyl-ethanamine ClC=1C=C(C=CC1)C1=NN(C=C1)C1=NC=2N(C(=C1)N1CCOCC1)N=C(C2)C2=NN(C(=C2)C)CCN(C)C